C(C=C)(=O)NC=1C(=CC(=C(C1)NC1=CC(=NC=N1)N1OCC[C@@H]1C=1C=C(C=CC1)C1=CC(=CC=C1)C(=O)N)OC)N1CCN(CC1)C (R)-3'-(2-(6-((5-acrylamido-2-methoxy-4-(4-methylpiperazin-1-yl)phenyl)-amino)pyrimidin-4-yl)isoxazolidin-3-yl)-[1,1'-biphenyl]-3-carboxamide